1-(3-methylphenyl)-1H-pyrazole-4-sulfonyl chloride CC=1C=C(C=CC1)N1N=CC(=C1)S(=O)(=O)Cl